C[C@H]1CN(CCN1S(=O)(=O)C)C1=CC(=NC=C1)NC=1SC2=NC(=CC=C2N1)C1=CC=NC=C1 (S)-N-(4-(3-methyl-4-(methylsulfonyl)piperazin-1-yl)pyridin-2-yl)-5-(pyridin-4-yl)thiazolo-[5,4-b]pyridin-2-amine